C(CCC)NC=1C2=C(N=C(N1)NC(OC)=O)C(=NN2CC2=C(C=C(C=C2)CO)OC)CO[Si](C)(C)C(C)(C)C methyl (7-(butylamino)-3-(((tert-butyldimethylsilyl)oxy)methyl)-1-(4-(hydroxymethyl)-2-methoxybenzyl)-1H-pyrazolo[4,3-d]pyrimidin-5-yl)carbamate